zinc-iron-silicon-calcium [Ca].[Si].[Fe].[Zn]